FC(C(=O)O)(F)F.CC1=CC=CC(=N1)C1=NC=2N(C(=C1)NC1=C3C(=NC=C1)NC(=C3)C(F)(F)F)N=CC2 5-(6-methylpyridin-2-yl)-N-(2-(trifluoromethyl)-1H-pyrrolo[2,3-b]pyridin-4-yl)pyrazolo[1,5-a]pyrimidin-7-amine trifluoroacetate